O1C=C(C=C1)CN1C2=C(C(C1=O)(C)C)SC(=C2)C(=O)NC2=CNC1=CC=CC=C21 4-(Furan-3-ylmethyl)-N-(1H-indol-3-yl)-6,6-dimethyl-5-oxo-5,6-dihydro-4H-thieno[3,2-b]pyrrole-2-carboxamide